7-acryloyl-2-(4-cyclobutylphenyl)-9-methoxy-2,3,4,5a,6,7,8,9-octahydro-5H-1,2,5,7-tetraazabenzo[cd]azulene-5-carboxylate C(C=C)(=O)N1CC2C3=C(N(N=C3C(C1)OC)C1=CC=C(C=C1)C1CCC1)CCN2C(=O)[O-]